NCCCCCC(=O)OC(C)(C)C tert-butyl 6-aminohexanoate